N,N'-diethyl-propylenediamine C(C)NCC(C)NCC